N-(2-fluoro-4-(5-methyl-1,4-diazepan-1-yl)phenyl)-7-methoxy-2-methylimidazo[1,2-a]pyridine-6-carboxamide FC1=C(C=CC(=C1)N1CCNC(CC1)C)NC(=O)C=1C(=CC=2N(C1)C=C(N2)C)OC